3-(5-(1-((1-(7-azaspiro[3.5]nonan-2-yl)piperidin-4-yl)methyl)piperidin-4-yl)-3-methyl-2-oxo-2,3-dihydro-1H-benzo[d]imidazol-1-yl)piperidine-2,6-dione trifluoroacetate FC(C(=O)O)(F)F.C1C(CC12CCNCC2)N2CCC(CC2)CN2CCC(CC2)C2=CC1=C(N(C(N1C)=O)C1C(NC(CC1)=O)=O)C=C2